8-[2-(2-Hydroxymethyl-pyrrolidin-1-yl)-ethoxy]-6,6-dimethyl-6H-benzo[b]naphtho[2,3-d]furan-11-one OCC1N(CCC1)CCOC=1C=C2C(C3=C(C4=C(O3)C=CC=C4)C(C2=CC1)=O)(C)C